C(C(=O)C)(=O)[O-].C(C(=O)C)(=O)[O-].[B+2] boron dipyruvate